FC(C(CC(=O)C1=CC=C(C=C1)SC)=O)(F)F 4,4,4-trifluoro-1-(4-(methylthio)phenyl)butane-1,3-dione